4-(4-(2-acetylhydrazine-1-carbonyl)-5-fluoropyrimidin-2-yl)piperazine-1-carboxylic acid tert-butyl ester C(C)(C)(C)OC(=O)N1CCN(CC1)C1=NC=C(C(=N1)C(=O)NNC(C)=O)F